C(#N)C1=CC=C(C=C1)NC=1N=C(C2=C(N1)CCN(C2)C(CN2CCC(CC2)(F)F)=O)OC2=C(C=C(C#N)C=C2C)C 4-({2-[(4-Cyanophenyl)amino]-6-[2-(4,4-difluoropiperidine-1-yl)acetyl]-5H,6H,7H,8H-pyrido[4,3-d]pyrimidine-4-yl}oxy)-3,5-dimethylbenzonitrile